C(C)(C)(C)C=1OC(=CN1)C1CC2(C1)CCNCC2 2-(2-(tert-Butyl)oxazol-5-yl)-7-azaspiro[3.5]nonane